2-(pyridin-2-yl)-N-(quinolin-8-yl)thiazole-5-sulfonamide N1=C(C=CC=C1)C=1SC(=CN1)S(=O)(=O)NC=1C=CC=C2C=CC=NC12